5-((R)-3-(((1-(4-(4-chloro-1,2-bis(4-hydroxyphenyl)but-1-en-1-yl)phenyl)piperidine-4-yl)methyl)amino)piperidin-1-yl)-2-(2,6-dioxopiperidin-3-yl)isoindoline-1,3-dione ClCCC(=C(C1=CC=C(C=C1)O)C1=CC=C(C=C1)N1CCC(CC1)CN[C@H]1CN(CCC1)C=1C=C2C(N(C(C2=CC1)=O)C1C(NC(CC1)=O)=O)=O)C1=CC=C(C=C1)O